3,5-diamino-N-(3,4-dihydroxyphenylethyl)benzamide NC=1C=C(C(=O)NCCC2=CC(=C(C=C2)O)O)C=C(C1)N